2,3,4,6-tetrakis(trifluoromethyl)phenol FC(C1=C(C(=CC(=C1C(F)(F)F)C(F)(F)F)C(F)(F)F)O)(F)F